ethoxyallyl carbonate C(OCC=COCC)([O-])=O